N-Butyl-2,2-dimethyl-5-(4-methylpiperazin-1-yl)-3,4-dihydroquinoline-1(2H)-carboxamide C(CCC)NC(=O)N1C(CCC2=C(C=CC=C12)N1CCN(CC1)C)(C)C